ClC=1C=C2C=NN(C2=C(C1)C(=O)O)CC=1C=NC(=CC1)C1=CC(=C(C=C1)F)OC 5-chloro-1-((6-(4-fluoro-3-methoxyphenyl)pyridin-3-yl)methyl)-1H-indazole-7-carboxylic acid